C(C)S(=O)(=O)C=1C=CC(=C(C1)C=1C2=C(C(N(C1)C)=O)NC=C2)OC2CCC(CC2)(C)O 4-{5-(ethylsulfonyl)-2-[(cis-4-hydroxy-4-methylcyclohexyl)oxy]phenyl}-6-methyl-1,6-dihydro-7H-pyrrolo[2,3-c]pyridin-7-one